(6-oxa-3-azabicyclo[3.1.1]hept-3-yl)pyrazolo[1,5-a]pyrimidine-3-carboxylic acid C12CN(CC(O1)C2)C2=NN1C(N=CC=C1)=C2C(=O)O